COC1=C(C(=O)O)C=CC=C1C(=O)OC1=C(C(=CC(=C1F)F)F)F 2-methoxy-3-((2,3,5,6-tetrafluorophenoxy)carbonyl)benzoic acid